((((2,2'-dimethyl-[1,1'-biphenyl]-3,3'-diyl)bis([1,2,4]triazolo[4,3-a]pyridine-7,3-diyl))bis(4,1-phenylene))bis(methylene))di-D-proline CC1=C(C=CC=C1C1=CC=2N(C=C1)C(=NN2)C2=CC=C(C=C2)CN2[C@H](CCC2)C(=O)O)C2=C(C(=CC=C2)C2=CC=1N(C=C2)C(=NN1)C1=CC=C(C=C1)CN1[C@H](CCC1)C(=O)O)C